C(CC)[Si](CO)(CO)CO propyl-trimethylolsilane